(E)-4-(Dimethylamino)-N-methyl-N-(5-methylisoindolin-4-yl)but-2-enamide hydrochloride Cl.CN(C/C=C/C(=O)N(C1=C2CNCC2=CC=C1C)C)C